(2S)-2-((S)-4,4-difluoro-3-(6-oxo-1,6-dihydropyridin-3-yl)piperidin-1-yl)-N-(5-(3,5-difluorophenyl)-6,7-dihydro-5H-pyrrolo[1,2-b][1,2,4]triazol-2-yl)propanamide FC1([C@H](CN(CC1)[C@H](C(=O)NC=1N=C2N(N1)C(CC2)C2=CC(=CC(=C2)F)F)C)C2=CNC(C=C2)=O)F